C(=O)(O)C1=CC=C(C=C1)C1=CC(=CC(=C1)C1=CC=C(C=C1)C(=O)O)C1=CC=C(C=C1)C(=O)O 1,3,5-Tris(4-carboxyphenyl)benzene